3-triethoxysilyl-1-propyl-ethanethiosulfonate C(C)O[Si](CCCC(C)S(=O)([O-])=S)(OCC)OCC